CNC1=NC(=NC(=N1)NC1=C(C=CC=C1)OC)Cl 2-methylamino-4-(2-methoxyanilino)-6-chloro-1,3,5-triazine